[4-(N,N-dimethylamino)phenyl]methylethyl ketone CN(C)C1=CC=C(C=C1)CC(=O)CC